CN(C1=NC=2N(C3=CC(=CC=C13)[N+](=O)[O-])C=NN2)C2=CC1=CC=CC=C1C=C2 N-methyl-N-(naphthalen-2-yl)-8-nitro-[1,2,4]triazolo[4,3-a]quinazolin-5-amine